ethyl 4-amino-3-bromo-1-(2-methoxy-4-(methoxycarbonyl) benzyl)-1H-pyrazole-5-carboxylate NC=1C(=NN(C1C(=O)OCC)CC1=C(C=C(C=C1)C(=O)OC)OC)Br